C(C)(C)(C)OC(=O)NC1=C(C=2C(=NC=C(C2S1)F)C=1C2=C(C=3C=NC(=NC3C1F)N1C[C@]3(CCCN3C(=O)OC(C)(C)C)CC1)COC2)C#N tert-Butyl (5S)-7-(6-(2-((tert-butoxycarbonyl)amino)-3-cyano-7-fluorothieno[3,2-c]pyridin-4-yl)-5-fluoro-7,9-dihydrofuro[3,4-f]quinazolin-3-yl)-1,7-diazaspiro[4.4]nonane-1-carboxylate